N-Cyclopropyl-4-(3-isopropyl-2-(8-methoxy-[1,2,4]triazolo[1,5-a]pyridin-6-yl)-1H-indol-5-yl)cyclohexan-1-amin C1(CC1)NC1CCC(CC1)C=1C=C2C(=C(NC2=CC1)C=1C=C(C=2N(C1)N=CN2)OC)C(C)C